BrC=1C=C2C3(C(N(C2=CC1)C)=O)CCC(CC3)(F)F 5'-bromo-4,4-difluoro-1'-methylspiro[cyclohexane-1,3'-indole]-2'-one